(S)-1-(oxetan-2-ylmethyl)-2-(piperazin-1-ylmethyl)-1H-benzo[d]imidazole-6-carboxylic acid methyl ester COC(=O)C=1C=CC2=C(N(C(=N2)CN2CCNCC2)C[C@H]2OCC2)C1